P[P] phosphinophosphorus